N1(CCNCC1)C1=CC=CC2=C1OCC21CNCCC1 7-(piperazin-1-yl)-2H-spiro[benzofuran-3,3'-piperidine]